N-(3-chlorophenethyl)carboxamide ClC=1C=C(CCNC=O)C=CC1